C(C)(C)(C)N(C(O)=O)[C@H]1CN(CC12CC2)C2CC(C2)C=O.BrC=2C=NC=C(C2)OCCOC2OCCCC2 3-bromo-5-(2-((tetrahydro-2H-pyran-2-yl)oxy)ethoxy)pyridine (R)-tert-butyl-(5-(3-formylcyclobutyl)-5-azaspiro[2.4]heptan-7-yl)carbamate